OC=1C=C2CCN(CC2=CC1C=O)C(=O)C=1C=NC=CC1 6-hydroxy-2-(pyridine-3-carbonyl)-1,2,3,4-tetrahydro-isoquinoline-7-carbaldehyde